C(=O)O.C(=O)O.CNC=1N=C(C(=NC1C=1C2=C(C=NC1)N(C=N2)C)C(=O)N)NC2=CC=C(C=C2)CN2CC1(COC1)C2 5-(methylamino)-6-(3-methylimidazo[4,5-c]pyridin-7-yl)-3-[4-(2-oxa-6-azaspiro[3.3]heptan-6-ylmethyl)anilino]pyrazine-2-carboxamide bis-formate salt